N-(5-(5-acetamido-1H-pyrazol-1-yl)-1,3,4-thiadiazol-2-yl)-4-(2-carbamoyl-6-chlorophenyl)-3-(2-methoxyethoxy)-2-oxo-2H-pyran-6-carboxamide C(C)(=O)NC1=CC=NN1C1=NN=C(S1)NC(=O)C1=CC(=C(C(O1)=O)OCCOC)C1=C(C=CC=C1Cl)C(N)=O